4-(8-bromo-7-fluoroquinolin-2-yl)-1,4-oxazepane BrC=1C(=CC=C2C=CC(=NC12)N1CCOCCC1)F